C(C)(C)(C)OC(NC(COC)COC1=CC(=C(C=C1)C)C(NC1(CC1)C1=CC=CC2=CC=CC=C12)=O)=O tert-Butyl(1-methoxy-3-(4-methyl-3-((1-(naphthalen-1-yl)cyclopropyl)carbamoyl)phenoxy)propan-2-yl)carbamate